4-(N,N-dimethylamino)-pyrazine-6-carbaldehyde CN(C)N1CC=NC(=C1)C=O